ethyl 7-[3-(bromomethyl)-1,5-dimethyl-1H-pyrazol-4-yl]-6-methyl-1-[3-(methylamino)propyl]-3-[3-(naphthalen-1-yloxy)propyl]-1H-indole-2-carboxylate hydrochloric acid salt Cl.BrCC1=NN(C(=C1C=1C(=CC=C2C(=C(N(C12)CCCNC)C(=O)OCC)CCCOC1=CC=CC2=CC=CC=C12)C)C)C